NC1=NC=2C(=CC(=CC2C=2N1N=C(N2)CNCC2=CC=C(C=C2)[C@](C(F)(F)F)(C)O)F)OC |o1:23| (S or R)-2-(4-((((5-amino-9-fluoro-7-methoxy-[1,2,4]triazolo[1,5-c]quinazolin-2-yl)methyl)amino)methyl)phenyl)-1,1,1-trifluoropropan-2-ol